1,4,7-trioxa-cyclononane O1CCOCCOCC1